ClC1=C(C(=CC=C1Cl)O)[C@@H]1C[C@H]2N(C(NNC2=O)=O)CC1 (8S,9aR)-8-(2,3-dichloro-6-hydroxyphenyl)hexahydro-4H-pyrido[1,2-d][1,2,4]triazine-1,4(6H)-dione